C[C@@H]1[C@@H](CNC1)OC=1C=C2CN(C(C2=CC1)=O)C1C(NC(CC1)=O)=O 3-[5-[(3S,4S)-4-methylpyrrolidin-3-yl]oxy-1-oxo-isoindolin-2-yl]piperidine-2,6-dione